FC1(CC2(C1)C[C@@H](N(CC2)CC2=C1C=CNC1=C(C=C2OC)C)C2=CC=C(C=C2)C(=O)N2CC(C2)CC(F)(F)F)F (R)-(4-(2,2-difluoro-7-((5-methoxy-7-methyl-1H-indol-4-yl)methyl)-7-azaspiro[3.5]nonan-6-yl)phenyl)(3-(2,2,2-trifluoroethyl)azetidin-1-yl)methanone